diphenyl-butene C1(=CC=CC=C1)C(=CCC)C1=CC=CC=C1